2-Ethynyl-N-(1-(5-fluoropyrimidin-2-yl)-2-oxopyrrolidin-3-yl)-N-(3-isopropoxy-5-(trifluoromethyl)phenyl)thiazole-4-carboxamide C(#C)C=1SC=C(N1)C(=O)N(C1=CC(=CC(=C1)C(F)(F)F)OC(C)C)C1C(N(CC1)C1=NC=C(C=N1)F)=O